C1(=C(C=C(C=C1)C)C)C1=NC(=NC(=N1)C1=C(C=C(C=C1)C)C)C1=C(C=C(C=C1)OCCCCCCCC)O 2-[4,6-bis(2,4-xylyl)-1,3,5-triazin-2-yl]-5-(octoxy)-phenol